(1s,5r,6s)-3-(5-bicyclo[2.2.1]hept-2-enylmethyl)-N-[6-(1,3-dimethylpyrazol-4-yl)pyridazin-3-yl]-3-azabicyclo[3.1.0]hexane-6-amine C12C=CC(C(C1)CN1C[C@H]3C([C@H]3C1)NC=1N=NC(=CC1)C=1C(=NN(C1)C)C)C2